C(C)(C)(C)C1OCC2CN(CC1N2C(=O)[O-])CC2=C(N=C1N2C=CC=C1)C1=CC=C(C=C1)Cl 4-tert-Butyl-7-{[2-(4-chlorophenyl)imidazo[1,2-a]pyridin-3-yl]methyl}-3-oxa-7,9-diazabicyclo-[3.3.1]nonane-9-carboxylate